racemic-tert-butyl (3aR,4R,7S,7aS)-octahydro-4,7-epiminoisobenzofuran-8-carboxylate C1OC[C@H]2[C@H]3CC[C@@H]([C@@H]12)N3C(=O)OC(C)(C)C |r|